C(C)(C)(C)N1N=CC(=N1)C(=O)NCC1=CC=C(C=C1)C=1C=2N(C=C(N1)C=1C=NN(C1)C)N=CC2 2-(tert-Butyl)-N-(4-(6-(1-methyl-1H-pyrazol-4-yl)pyrazolo[1,5-a]pyrazin-4-yl)benzyl)-2H-1,2,3-triazole-4-carboxamide